ClC=1C(=NC(=NC1)NC1=C(C=C2CCN(CC2=C1)C)OC)N1CC2(C3=CC=CC=C13)CC2 N-(5-chloro-4-(spiro[cyclopropane-1,3'-indolin]-1'-yl)pyrimidin-2-yl)-6-methoxy-2-methyl-1,2,3,4-tetrahydroisoquinolin-7-amine